S1C(=NC2=C1C=CC=C2)NC2=C(C=C(N=N2)N(C=2SC(=C(N2)C(=O)OCC)CCCOC)C)C ethyl 2-({6-[(1,3-benzothiazol-2-yl)amino]-5-methylpyridazin-3-yl}(methyl)amino)-5-(3-methoxypropyl)-1,3-thiazole-4-carboxylate